benzoisoxazolamine O1N=C(C2=C1C=CC=C2)N